NC/C(/CN1N=CN(C1=O)CC=1SC2=C(C1)C=C(C=C2)C=2C=C1CCC(N(C1=CC2)C)=O)=C\F 6-[2-({1-[(2E)-2-(aminomethyl)-3-fluoroprop-2-en-1-yl]-5-oxo-1,5-dihydro-4H-1,2,4-triazol-4-yl}methyl)-1-benzothien-5-yl]-1-methyl-3,4-dihydroquinolin-2(1H)-one